P(=O)(OCCCC)(O)O Butyl dihydrogen phosphate